COC([C@@H](NC([C@@H](NC([C@@H](NC(=O)OC(C)(C)C)CC(C)C)=O)CC1=CC=CC=C1)=O)CSC([2H])([2H])[2H])=O N-(tert-butoxycarbonyl)-L-leucyl-L-phenylalanyl-S-(methyl-d3)-L-cysteine methyl ester